(R)-N-((S)-1-(4-(4-isopropyl-5-(8-methyl-[1,2,4]triazolo[1,5-a]pyridin-6-yl)-1H-pyrazol-3-yl)phenyl)ethyl)-N-methyl-2-(methyl(oxetan-3-yl)amino)propanamide C(C)(C)C=1C(=NNC1C=1C=C(C=2N(C1)N=CN2)C)C2=CC=C(C=C2)[C@H](C)N(C([C@@H](C)N(C2COC2)C)=O)C